FC(C1=NC=CC(=C1)CN1C(C=CC=C1)=O)(F)F ((2-(trifluoromethyl)pyridin-4-yl)methyl)pyridin-2(1H)-one